(R)-5-bromo-1-(sec-butyl)-1H-indazol-3-carboxylic acid methyl ester COC(=O)C1=NN(C2=CC=C(C=C12)Br)[C@H](C)CC